N-methyl-3-[1-(2-oxo-1,3-dihydro-benzimidazol-5-yl)benzimidazol-2-yl]propanamide CNC(CCC1=NC2=C(N1C1=CC3=C(NC(N3)=O)C=C1)C=CC=C2)=O